FC(C(=O)O)(F)F.CS(=O)(=O)N1[C@H](C[C@H](C1)C1=CC=CC=C1)CS(=O)(=O)C=1C=C(C=CC1)CN (3-((((2R,4S)-1-(methylsulfonyl)-4-phenylpyrrolidin-2-yl)methyl)sulfonyl)phenyl)methanamine 2,2,2-trifluoroacetate